9-[2,6-difluoro-4-[5-methyl-3-(4-pyridyl)-1H-pyrazol-4-yl]phenyl]-2,9-diazaspiro[5.5]undecan-3-one FC1=C(C(=CC(=C1)C=1C(=NNC1C)C1=CC=NC=C1)F)N1CCC2(CCC(NC2)=O)CC1